FC(C(=O)O)(F)F.ClN1CC2(C=3C=NC=CC31)C(C2)C Chloro-2-methyl-1',2'-dihydrospiro[cyclopropane-1,3'-pyrrolo[3,2-c]pyridine] trifluoroacetate salt